[4-(dimethylamino)phenyl]ethylene CN(C1=CC=C(C=C1)C=C)C